(3-cyanobicyclo[1.1.1]pentan-1-yl)methyl 4-methylbenzenesulfonate CC1=CC=C(C=C1)S(=O)(=O)OCC12CC(C1)(C2)C#N